tert-butyl (S)-4-(1-(piperidin-4-yl)ethyl)piperazine-1-carboxylate N1CCC(CC1)[C@H](C)N1CCN(CC1)C(=O)OC(C)(C)C